1'-(4-(trifluoromethyl)pyridin-2-yl)-8-azaspiro[bicyclo[3.2.1]octane-3,3'-pyrrolidin]-5'-one hydrochloride hydrochloride Cl.Cl.FC(C1=CC(=NC=C1)N1CC2(CC1=O)CC1CCC(C2)N1)(F)F